C(C)OC=1C=CC(=C(\C=N\NC(=O)C2=NC(=CN=C2)C=2C=NC(=CC2)OC(F)(F)F)C1)F (E)-N'-(5-ethoxy-2-fluorobenzylidene)-6-(6-(trifluoromethoxy)pyridin-3-yl)pyrazine-2-carbohydrazide